Cl.N[C@@H](C)C(=O)OCC ethyl L-alaninate HCl salt